OC1=C(C=C(C(=C1)O)C(C)C)C1=NN=C(N1C1=CC=C(OCCOCCNC(C)=O)C=C1)S N-(2-(2-(4-(3-(2,4-dihydroxy-5-isopropylphenyl)-5-mercapto-4H-1,2,4-triazol-4-yl)phenoxy)ethoxy)ethyl)acetamide